4-[tert-butoxycarbonyl]oxy-styrene C(C)(C)(C)OC(=O)OC1=CC=C(C=C)C=C1